Cl.C[C@H]1CNCCC1 (R)-3-methylpiperidine hydrochloride